CNC1CCCCC1 methylcycloHexylamine